4-(3-((2-((1-(1-ethylpiperidin-4-yl)-3-methyl-1H-pyrazol-4-yl)amino)-5-(trifluoromethyl)pyridin-4-yl)amino)propyl)-1,4-oxazepan-5-one C(C)N1CCC(CC1)N1N=C(C(=C1)NC1=NC=C(C(=C1)NCCCN1CCOCCC1=O)C(F)(F)F)C